1-(5-tert-butyl-isoxazol-3-yl)-3-{4-[5-(2-morpholin-4-yl-ethoxy)-benzimidazol-1-yl]-phenyl}-urea C(C)(C)(C)C1=CC(=NO1)NC(=O)NC1=CC=C(C=C1)N1C=NC2=C1C=CC(=C2)OCCN2CCOCC2